(S)-4-(5-(3-((2-((S)-3-carboxybutanoyl)-4-chloro-6-methoxyisoindolin-5-yl)oxy)propoxy)-4-fluoro-6-hydroxybenzo[b]thiophen-2-yl)-2-methyl-4-oxobutanoic acid C(=O)(O)[C@H](CC(=O)N1CC2=CC(=C(C(=C2C1)Cl)OCCCOC1=C(C2=C(SC(=C2)C(C[C@@H](C(=O)O)C)=O)C=C1O)F)OC)C